ClC1=CC=C2C(=C(C(N(C2=C1)C1=CC=CC=C1)=O)NC(=O)C1CC(C1)O)NC N-(7-chloro-4-(methylamino)-2-oxo-1-phenyl-1,2-dihydro-quinolin-3-yl)-3-hydroxycyclobutane-1-carboxamide